rac-(1R,6S)-2,2-difluoro-6-[4-(propan-2-yl)piperazin-1-yl]cyclohexan-1-amine trihydrochloride Cl.Cl.Cl.FC1([C@@H]([C@H](CCC1)N1CCN(CC1)C(C)C)N)F |r|